C1(CC1)C=1C=NC=2N(C1)N=CC2C2CCN(CC2)C(=O)OC(C)(C)C tert-butyl 4-(6-cyclopropylpyrazolo[1,5-a]pyrimidin-3-yl)piperidine-1-carboxylate